N-(3-(1H-Imidazol-1-yl)-5-methylphenyl)-6-bromo-7-methoxyquinolin-4-amine N1(C=NC=C1)C=1C=C(C=C(C1)C)NC1=CC=NC2=CC(=C(C=C12)Br)OC